(2RS,4R)-4-fluoro-N-[(S)-phenyl[4-(propan-2-yl)phenyl]methyl]-1-[2-(2H-1,2,3,4-tetrazol-5-yl)acetyl]pyrrolidine-2-carboxamide F[C@@H]1C[C@@H](N(C1)C(CC=1N=NNN1)=O)C(=O)N[C@H](C1=CC=C(C=C1)C(C)C)C1=CC=CC=C1 |&1:3|